N1(C=NC=C1)C1=CC=C(C(=N1)C)[N+](=O)[O-] 6-(1H-imidazol-1-yl)-2-methyl-3-nitropyridine